BrC1=NC=CC(=C1)CN(CCOCCC(=O)OC(C)(C)C)C tert-butyl 3-(2-(((2-bromopyridin-4-yl)methyl)(methyl)amino)ethoxy)propanoate